methyl 3-[[4-[2-(2-amino-3-pyridyl)-5-phenyl-imidazo[4,5-b]pyridin-3-yl]phenyl]carbamoyl]cyclohexanecarboxylate NC1=NC=CC=C1C1=NC=2C(=NC(=CC2)C2=CC=CC=C2)N1C1=CC=C(C=C1)NC(=O)C1CC(CCC1)C(=O)OC